4-(quinoxalinylthio)cyclohexanone N1=C(C=NC2=CC=CC=C12)SC1CCC(CC1)=O